2-(1-(3,5-dimethylphenyl)ethyl)-10H-phenothiazine CC=1C=C(C=C(C1)C)C(C)C1=CC=2NC3=CC=CC=C3SC2C=C1